tetrahydrobenzothiophene-2-carboxylic acid C1C=CC=C2C1CC(S2)C(=O)O